N-(2-(7-methoxycinnolin-4-yl)-2-azaspiro[3.3]heptane-6-yl)-N-methyl-amine COC1=CC=C2C(=CN=NC2=C1)N1CC2(C1)CC(C2)NC